O=C1NC(CCC1N1C(N(C2=C1C=CC(=C2)C=2CCN(CC2)C(=O)[O-])C)=O)=O 4-(1-(2,6-dioxopiperidin-3-yl)-3-methyl-2-oxo-2,3-dihydro-1H-benzo[d]imidazol-5-yl)-3,6-dihydropyridine-1(2H)-carboxylate